nitrogen bisphosphonate P([O-])([O-])=O.P([O-])(O)=O.[N+3]